C(CCCCCC)=NO n-heptanal oxime